(1R,2S,3R,5R)-3-((E)-4-hydrazineylidene-1,4-dihydro-7H-pyrrolo[2,3-d]pyrimidin-7-yl)-5-((S)-4,4,4-trifluoro-1-hydroxybut-2-yn-1-yl)cyclopentane-1,2-diol N(/N)=C\1/C2=C(NC=N1)N(C=C2)[C@H]2[C@@H]([C@@H]([C@H](C2)[C@@H](C#CC(F)(F)F)O)O)O